C[C@@]12CCC[C@@]([C@H]1CC[C@]34[C@H]2CC[C@](C3)(C(=C)C4)O[C@H]5[C@@H]([C@H]([C@@H]([C@H](O5)CO)O)O[C@H]6[C@@H]([C@H]([C@@H]([C@H](O6)CO)O)O)O)O[C@H]7[C@@H]([C@H]([C@@H]([C@H](O7)CO)O)O)O)(C)C(=O)O[C@H]8[C@@H]([C@H]([C@@H]([C@H](O8)CO)O)O)O 13-[(2-O-β-D-glucopyranosyl-3-O-β-D-glucopyranosyl-β-D-glucopyranosyl)oxy]-ent-kaur-16-en-19-oic acid β-D-glucopyranosyl ester